5-[3-(2,4-difluorophenyl)-1,2,4-oxadiazol-5-yl]-1-methylpyrrolidin-2-one FC1=C(C=CC(=C1)F)C1=NOC(=N1)C1CCC(N1C)=O